2-((2-methylbenzyl)thio)-5-(2-(o-tolyl)thiazol-4-yl)-1,3,4-oxadiazole CC1=C(CSC=2OC(=NN2)C=2N=C(SC2)C2=C(C=CC=C2)C)C=CC=C1